Cl.CN1C2=C(C=3C=CC(=CC13)C=1C=CC(=NC1)OC1CC(C1)OC1CCNCC1)C=NC=C2 5-[5-methyl-5H-pyrido[4,3-b]indol-7-yl]-2-[(1r,3r)-3-(piperidin-4-yloxy)cyclobutoxy]pyridine hydrochloride